FC=1C=C2CN(CC2=CC1)C(=O)NC1=CC=C(C=C1)C12CC(C1)(C2)CNC(C(C)(C)O)=O 5-fluoro-N-(4-(3-((2-hydroxy-2-methylpropanamido)methyl)bicyclo[1.1.1]pentan-1-yl)phenyl)isoindoline-2-carboxamide